(5-(((3-(4-chlorophenyl)-1,2,4-oxadiazol-5-yl)methyl)thio)-1,3,4-thiadiazol-2-yl)-2-fluorobenzamide ClC1=CC=C(C=C1)C1=NOC(=N1)CSC1=NN=C(S1)C=1C(=C(C(=O)N)C=CC1)F